N-((1S,2R)-2-(3-((2-((3S,4R)-3-fluoro-4-methoxypiperidin-1-yl)pyrimidin-4-yl)amino)-8-(3-((methylsulfonyl)methyl)azetidin-1-yl)isoquinolin-5-yl)cyclopropyl)acrylamide F[C@H]1CN(CC[C@H]1OC)C1=NC=CC(=N1)NC=1N=CC2=C(C=CC(=C2C1)[C@@H]1[C@H](C1)NC(C=C)=O)N1CC(C1)CS(=O)(=O)C